C(#N)C1=C(C=CC(=C1)Br)/N=C/N(C)C (E)-N'-(2-cyano-4-bromophenyl)-N,N-dimethylformamidine